2-ethynyl-5-isopropyl-1,3-dimethylbicyclo[3.2.1]octan-2-ol C(#C)C1(C2(CCC(CC1C)(C2)C(C)C)C)O